ClC1=C2C=C(N(C2=CC=C1Cl)COCC[Si](C)(C)C)C(=O)O 4,5-dichloro-1-((2-(trimethylsilyl)ethoxy)methyl)-1H-indole-2-carboxylic acid